CN1C(C2=CC(=CC=C2C1)Br)=O N-methyl-6-bromoisoindolin-1-one